4-Hydroxypropylamino-3-nitrophenol OCCCNC1=C(C=C(C=C1)O)[N+](=O)[O-]